C(CCCCCCCC)OC(CCCCCCCNC1CC(CCC1)C(=O)OC)=O methyl 3-((8-(nonyloxy)-8-oxooctyl)amino)cyclohexane-1-carboxylate